CN1CCN(CC1)C(=O)NN 4-methylpiperazine-1-carbohydrazide